COC=1C(=CC2=CN(N=C2C1C)C)C=1SC=2C(N1)=CN(N2)C2OCCCC2 6-methoxy-2,7-dimethyl-5-[2-(oxan-2-yl)pyrazolo[4,3-d][1,3]thiazol-5-yl]indazole